2-[5-[(3R,4R)-3,4-difluoropyrrolidin-1-yl]-3-pyridinyl]ethynyl-trimethylsilane methyl-(S)-2-((tert-butoxycarbonyl)amino)-2-cyclohexylacetate COC([C@H](C1CCCCC1)NC(=O)OC(C)(C)C)=O.F[C@@H]1CN(C[C@H]1F)C=1C=C(C=NC1)C#C[Si](C)(C)C